ClC=1C(=NC(=NC1)NC1CCOCC1)C1=CC=C2CN(C(C2=C1)=O)CC(=O)NCC=1SC=C(N1)CO 2-(6-{5-chloro-2-[(oxan-4-yl)amino]pyrimidin-4-yl}-1-oxo-2,3-dihydro-1H-isoindol-2-yl)-N-{[4-(hydroxymethyl)-1,3-thiazol-2-yl]methyl}acetamide